(R)-N-methyl-4-(3-(2-methyl-5-((3-(trifluoromethyl)phenyl)carbamoyl)phenyl)pyrrolidin-1-yl)pyridine CN1CC=C(C=C1)N1C[C@H](CC1)C1=C(C=CC(=C1)C(NC1=CC(=CC=C1)C(F)(F)F)=O)C